tert-butyl (1S,2S,5R)-3-(5-bromo-7-chloro-2-(ethylthio)-8-fluoropyrido[4,3-d]pyrimidin-4-yl)-2-((S)-hepta-1,6-dien-3-yl)-3,8-diazabicyclo[3.2.1]octane-8-carboxylate BrC1=NC(=C(C=2N=C(N=C(C21)N2[C@H]([C@@H]1CC[C@H](C2)N1C(=O)OC(C)(C)C)[C@H](C=C)CCC=C)SCC)F)Cl